C(C)(C)OC(=O)C1=CC2=C(N(C(=N2)C2=CC=3C(=NC(=CC3)[C@@H](C)NC(=O)OC(C)(C)C)N2)C)C=C1.N(=C=O)CCC1C(CCCC1)CCN=C=O 1,2-bis(2-isocyanatoeth-1-yl)cyclohexane isopropyl-(R)-2-(6-(1-((tert-butoxycarbonyl)amino)ethyl)-1H-pyrrolo[2,3-b]pyridin-2-yl)-1-methyl-1H-benzo[d]imidazole-5-carboxylate